C1(=CC(=C2C=CC3=C(C=C(C4=CC=C1C2=C34)C3=CC(=C(C(=O)O)C=C3)C)C3=CC(=C(C(=O)O)C=C3)C)C3=CC(=C(C(=O)O)C=C3)C)C3=CC(=C(C(=O)O)C=C3)C 4,4',4'',4'''-(pyrene-1,3,6,8-tetrayl)tetrakis(2-methylbenzoic acid)